1-(cyclopropylmethyl)indole-2-carbaldehyde C1(CC1)CN1C(=CC2=CC=CC=C12)C=O